C(C)(C)(C)OC(N[C@H]1CN(CC1)C1=CC(=C(C=C1)NC(C(=O)C1=CC=C(C=C1)C#N)=O)[N+](=O)[O-])=O (R)-(1-(4-(2-(4-cyanophenyl)-2-oxoacetamido)-3-nitrophenyl)pyrrolidin-3-yl)carbamic acid tert-butyl ester